C(#N)C1=CC=C(OC2CN(C2)C=2C(=C(C(=O)O)C=CC2)N2C=CC=C2)C=C1 3-(3-(4-cyanophenoxy)azetidin-1-yl)-2-(1H-pyrrol-1-yl)benzoic acid